N-(1-(2-(1,1-difluoroethyl)-6-ethylpyrimidin-4-yl)-3H-pyrrolo[3,2-c]pyridin-6-yl)acetamide FC(C)(F)C1=NC(=CC(=N1)N1CCC=2C=NC(=CC21)NC(C)=O)CC